2-chloro-6-(2,6-dichloro-3,5-dimethoxyphenyl)-5-fluoroquinazoline ClC1=NC2=CC=C(C(=C2C=N1)F)C1=C(C(=CC(=C1Cl)OC)OC)Cl